BrC1=CC=C2C(=CN=CC2=C1)O 7-Bromo-4-hydroxy-isochinolin